O=C1C(=CC=2C=CC=C3NCCN1C32)C(=O)OCC Ethyl 12-oxo-1,4-diazatricyclo[7.3.1.05,13]trideca-5,7,9(13),10-tetraene-11-carboxylate